ClC=1C=CC(=C(C(=O)N2C3CC(C(C2CNC=2SC4=NC=CC=C4N2)C)C3)C1)N1N=CC=N1 cis-N-({2-[5-chloro-2-(2H-1,2,3-triazol-2-yl)benzoyl]-4-methyl-2-azabicyclo[3.1.1]heptan-3-yl}methyl)-[1,3]thiazolo[5,4-b]pyridin-2-amine